ClC=1C(=NC=CC1OC1=CC=C(C=N1)NC(=O)C1=NN(C=C(C1=O)C1=CC=C(C=C1)F)C(C)C)N=C(C1=CC=CC=C1)C1=CC=CC=C1 N-(6-((3-chloro-2-((diphenylmethylene)amino)pyridin-4-yl)oxy)pyridin-3-yl)-5-(4-fluorophenyl)-1-isopropyl-4-oxo-1,4-dihydropyridazine-3-carboxamide